N-(2-Chloro-6-((4-chlorobenzyl)oxy)pyridin-4-yl)-5-(2-(methylsulfonyl)propan-2-yl)benzo[b]thiophen-2-carboxamid ClC1=NC(=CC(=C1)NC(=O)C1=CC2=C(S1)C=CC(=C2)C(C)(C)S(=O)(=O)C)OCC2=CC=C(C=C2)Cl